4-(3-Fluorophenyl)-3-(2-(2-methoxyethoxy)ethyl)-1-(4-(piperidin-1-yl)pyridin-2-yl)octahydro-1H-pyrrolo[3,2-b]pyridine FC=1C=C(C=CC1)N1C2C(CCC1)N(CC2CCOCCOC)C2=NC=CC(=C2)N2CCCCC2